6-(1H-imidazol-1-yl)-3-methoxy-N-(pyridin-3-yl)picolinamide N1(C=NC=C1)C1=CC=C(C(=N1)C(=O)NC=1C=NC=CC1)OC